methyl 4-[(tert-butoxycarbonylamino)methyl]-5-methyl-1-(2-trimethyl silyl ethoxymethyl)pyrazole-3-carboxylate C(C)(C)(C)OC(=O)NCC=1C(=NN(C1C)COCC[Si](C)(C)C)C(=O)OC